FC=1C=C(C2=C(C(=C(O2)[C@H](C(F)(F)F)NC(NC2=CC(=CC(=C2)F)NCC(CO)O)=O)C)C1)F 3-[(1R)-1-(5,7-difluoro-3-methyl-1-benzofuran-2-yl)-2,2,2-trifluoroethyl]-1-{3-[(2,3-dihydroxypropyl)amino]-5-fluorophenyl}urea